tert-butyl (1S,3S,5S)-3-(6-bromo-4-oxo-3,4-dihydrothieno[3,2-d]pyrimidin-2-yl)-2-azabicyclo[3.1.0]hexane-2-carboxylate BrC1=CC=2N=C(NC(C2S1)=O)[C@H]1N([C@H]2C[C@H]2C1)C(=O)OC(C)(C)C